ClC1=CC=C2C(=C3C(=C4CCC[N+]5=C4C(=C3)CCC5)OC2=C1F)C1=C(C=C(C=C1)S(=O)(=O)O)S(=O)(=O)[O-] 2-(12-chloro-13-fluoro-1,2,3,5,6,7-hexahydrochromeno[2,3-f]pyrido[3,2,1-ij]quinolin-4-ium-9-yl)-5-sulfobenzenesulfonate